ClC=1C=CC2=C(N=C(S2)C=2CCNCC2C)C1 5-chloro-2-(5-methyl-1,2,3,6-tetrahydropyridin-4-yl)benzo[d]thiazole